2-(2-(ethylsulfonyl)-7-(4-(trifluoromethoxy)phenyl)pyrazolo[1,5-a]pyrimidin-3-yl)-3-methyl-6-(trifluoromethyl)-3H-imidazo[4,5-b]pyridine C(C)S(=O)(=O)C1=NN2C(N=CC=C2C2=CC=C(C=C2)OC(F)(F)F)=C1C1=NC=2C(=NC=C(C2)C(F)(F)F)N1C